3-[6-({5-[2-Cyclopropyl-6-(trifluoromethyl)pyridin-4-yl]-7-({[1-(methoxymethyl)cyclohexyl]methyl}(methyl)amino)-1H-imidazo[4,5-b]pyridin-2-yl}carbamoyl)pyridin-3-yl]propanoic acid C1(CC1)C1=NC(=CC(=C1)C1=CC(=C2C(=N1)N=C(N2)NC(=O)C2=CC=C(C=N2)CCC(=O)O)N(C)CC2(CCCCC2)COC)C(F)(F)F